(5-(((trans)-2-(3-(5-chloropyrimidin-2-yl)azetidin-1-yl)cyclopentyl)oxy)-1-oxoisoindolin-2-yl)-3-azabicyclo[3.1.1]heptane-2,4-dione ClC=1C=NC(=NC1)C1CN(C1)[C@H]1[C@@H](CCC1)OC=1C=C2CN(C(C2=CC1)=O)C12C(NC(C(C1)C2)=O)=O